(2R,3S,4R,5R)-2,3,4,5,6-pentahydroxyhexanoate O[C@@H](C(=O)[O-])[C@H]([C@@H]([C@@H](CO)O)O)O